aluminum tribehenate C(CCCCCCCCCCCCCCCCCCCCC)(=O)[O-].C(CCCCCCCCCCCCCCCCCCCCC)(=O)[O-].C(CCCCCCCCCCCCCCCCCCCCC)(=O)[O-].[Al+3]